NC1(CCN(CC1)C1=NC(=C(C(=N1)C(=O)N)C1=C(C(=CC=C1)Cl)Cl)Cl)C (4-amino-4-methyl-piperidin-1-yl)-6-chloro-5-(2,3-dichloro-phenyl)-pyrimidine-4-carboxylic acid amide